NCC[C@H]1N(CC1)C(=O)OC(C)(C)C tert-butyl (R)-2-(2-aminoethyl)azetidine-1-carboxylate